6-Chloro-N-ethoxy-4-((4-methoxy-2-(N-methylmethylsulfonamido)phenyl)amino)nicotinamide ClC1=NC=C(C(=O)NOCC)C(=C1)NC1=C(C=C(C=C1)OC)N(S(=O)(=O)C)C